ClC1=C2C(=NC=N1)N(N=C2)C2=C(C=C(C=C2)F)OC(F)F 4-chloro-1-[2-(difluoromethoxy)-4-fluoro-phenyl]pyrazolo[3,4-d]pyrimidine